C(CC[C@@H](C(=O)O)NC(=O)C1=CC=C(NC[C@@H]2CNC=3N=C(N)NC(=O)C3N2)C=C1)(=O)O (6R,S)-tetrahydrofolic acid